(1aR,5aR)-2-(5-Chloro-pyridin-2-yl)-1a,2,5,5a-tetrahydro-1H-2,3-diaza-cyclopropa[a]pentalene-4-carboxylic acid [1-(4-fluoro-phenyl)-cyclopropyl]-amide FC1=CC=C(C=C1)C1(CC1)NC(=O)C=1C=2C[C@@H]3[C@H](C2N(N1)C1=NC=C(C=C1)Cl)C3